CN(C)CCN1CCNCC1 N,N-dimethyl-2-(piperazin-1-yl)ethylamine